2,2-bis(4-hydroxyphenyl)-1,3-dioxolane OC1=CC=C(C=C1)C1(OCCO1)C1=CC=C(C=C1)O